C(CC(O)(C(=O)OC(C)(CC)C)CC(=O)OC(C)(CC)C)(=O)OC(C)(CC)C tri(2-methyl-2-butyl) citrate